tert-Butyl (S)-3-((((9H-fluoren-9-yl)methoxy)carbonyl)amino)-4-(((S)-1,5-dioxo-1-((4-(trifluoromethoxy)phenyl)amino)-5-(tritylamino)pentan-2-yl)amino)-4-oxobutanoate C1=CC=CC=2C3=CC=CC=C3C(C12)COC(=O)N[C@@H](CC(=O)OC(C)(C)C)C(=O)N[C@H](C(NC1=CC=C(C=C1)OC(F)(F)F)=O)CCC(NC(C1=CC=CC=C1)(C1=CC=CC=C1)C1=CC=CC=C1)=O